ClC=1C(=NC=CC1C1=C(C(=CC=C1)C1=NC(=C(C=C1)CNC[C@H]1NC(CC1)=O)OC)Cl)C1=CC(=C(C=C1)N(C)C[C@@H]1CCC(N1)=O)OC (5S)-5-[[[4-[3-chloro-4-[2-chloro-3-[6-methoxy-5-[[[(2S)-5-oxopyrrolidin-2-yl]methylamino]methyl]-2-pyridyl]phenyl]-2-pyridyl]-2-methoxy-phenyl]-methylamino]-methyl]pyrrolidin-2-one